ethyl 2-(3-(5-fluoroisoquinolin-4-yl)ureido)-4-(2,2,2-trifluoroethyl)cyclopent-1-ene-1-carboxylate FC1=C2C(=CN=CC2=CC=C1)NC(NC1=C(CC(C1)CC(F)(F)F)C(=O)OCC)=O